[F-].[Li+].[Y+3].[F-].[F-].[F-] yttrium-lithium fluoride